FC(C[C@@H](CO)NC(OC(C)(C)C)=O)(F)F tert-butyl N-[(2S)-4,4,4-trifluoro-1-hydroxybutan-2-yl]carbamate